(2S)-N-((2S)-1-(2-(3-amino-3-oxopropyl)-2-(2-chloro-2-fluoroacetyl)hydrazinyl)-1-oxo-3-phenyl-Propan-2-yl)-3,3-dimethyl-2-(2,2,2-trifluoroacetamido)butanamide NC(CCN(NC([C@H](CC1=CC=CC=C1)NC([C@H](C(C)(C)C)NC(C(F)(F)F)=O)=O)=O)C(C(F)Cl)=O)=O